C[C@H](CCCC(C)C)[C@H]1CC[C@@H]2[C@@]1(CC[C@H]3[C@@]24C[C@H]([C@@]5([C@@]3(CC[C@@H](C5)OS(=O)(=O)[O-])CO4)O)O)C.[Na+] The molecule is an organic sodium salt that is a monosodium salt of eurysterol A sulfonic acid. Isolated from an undescribed marine sponge of the genus Euryspongia collected in Palau, it is cytotoxic and exhibits antifungal activity against both amphotericin B-resistant and wild-type strains of Candida albicans. It has a role as a metabolite, an antifungal agent and an antineoplastic agent. It contains a eurysterol A(1-). It derives from a hydride of a 5alpha-cholestane.